(E)-3-(quinoxalin-6-yl)-1-(4'-(trifluoromethoxy)-[1,1'-biphenyl]-4-yl)prop-2-en-1-one N1=CC=NC2=CC(=CC=C12)/C=C/C(=O)C1=CC=C(C=C1)C1=CC=C(C=C1)OC(F)(F)F